5-{4-cyclopropyl-6-[(3R,5S)-3,5-dimethylpiperazin-1-yl]-1,8-naphthyridin-2-yl}-2-methylindazol-6-ol hydrochloride Cl.C1(CC1)C1=CC(=NC2=NC=C(C=C12)N1C[C@H](N[C@H](C1)C)C)C1=CC2=CN(N=C2C=C1O)C